(+)-2-aminobutanamide hydrochloride Cl.NC(C(=O)N)CC